5-fluoro-N-(4-(1-sulfamoylpiperidin-4-yl)phenyl)isoindoline-2-carboxamide FC=1C=C2CN(CC2=CC1)C(=O)NC1=CC=C(C=C1)C1CCN(CC1)S(N)(=O)=O